2-(3-((R)-1-(4-methyl-4H-1,2,4-triazol-3-yl)propan-2-yl)phenyl)-6-((R)-piperidin-3-yl)-4-(trifluoromethyl)isoindolin-1-one CN1C(=NN=C1)C[C@@H](C)C=1C=C(C=CC1)N1C(C2=CC(=CC(=C2C1)C(F)(F)F)[C@@H]1CNCCC1)=O